ClC1=C(C=CC(=C1)Cl)\C=1\CCCC2=C(/C1/C1=CC=C(C=C1)NC1CN(C1)CC=CC(=O)N(C)C)C=CC(=C2)C(=O)OC methyl (E)-8-(2,4-dichlorophenyl)-9-(4-((1-(4-(dimethylamino)-4-oxobut-2-en-1-yl)azetidin-3-yl)amino)phenyl)-6,7-dihydro-5H-benzo[7]annulene-3-carboxylate